CC1=CC=C(N=N1)NC1=CC2=C(N(C=N2)C2=CC=C(C(=N2)C=2C(=NN(C2)CC(F)(F)F)C)C#N)C=C1 6-[5-[(6-methylpyridazin-3-yl)amino]benzimidazol-1-yl]-2-[3-methyl-1-(2,2,2-trifluoroethyl)pyrazol-4-yl]pyridine-3-carbonitrile